N1=CC=CC2=NC=CC=C12 [1,5]naphthyridine